C(C)(C)(C)CC(C)(C)OC(=O)N(C(O)=O)CC1=CC2=C(C(=NO2)N)C=C1.ClC1=NC(=NC=C1)C1COCC1 4-chloro-2-(tetrahydrofuran-3-yl)pyrimidine tert-butyl-((3-aminobenzo[d]isoxazol-6-yl)methyl)(tert-butoxycarbonyl)carbamate